C1(CC1)N1N=CC(=C1)NC=1N=C(C2=C(N1)NC=C2)O[C@H]2CN(CC[C@H]2F)C(C=C)=O 1-((3S,4R)-3-((2-((1-cyclopropyl-1H-pyrazol-4-yl)amino)-7H-pyrrolo[2,3-d]pyrimidin-4-yl)oxy)-4-fluoropiperidin-1-yl)prop-2-en-1-one